P([O-])([O-])=O.P([O-])([O-])=O.[Pt+4] Platinum bisphosphonate